N-(4-Aminophenyl)-2-fluoro-5-[(5-fluoro-2,4-dioxo-3,4-dihydroquinazolin-1(2H)-yl)methyl]benzamide NC1=CC=C(C=C1)NC(C1=C(C=CC(=C1)CN1C(NC(C2=C(C=CC=C12)F)=O)=O)F)=O